FC1=C(CN)C=CC(=C1F)C1=NOC(=N1)C(F)(F)F N-{2,3-difluoro-4-[5-(trifluoromethyl)-1,2,4-oxadiazol-3-yl]benzyl}amine